ClC1=CC(=C2C(C(=CN(C2=N1)C=1SC=CN1)C(=O)O)=O)OC 7-chloro-5-methoxy-4-oxo-1-(1,3-thiazol-2-yl)-1,4-dihydro-1,8-naphthyridine-3-carboxylic acid